6-(2-chloro-4,6-difluorophenyl)-2-{[2-(dimethylamino)-2,3-dihydro-1H-inden-5-yl]amino}imidazo[1,2-a]pyrimido[5,4-e]pyrimidin-5(6H)-one ClC1=C(C(=CC(=C1)F)F)N1C=2N(C3=C(C1=O)C=NC(=N3)NC=3C=C1CC(CC1=CC3)N(C)C)C=CN2